OC[C@H]1N(C\C(\C1)=N/OC)C(=O)C=1N=CC(=NC1)C=1C(=C(C#N)C=CC1)C (S,Z)-3-(5-(2-(hydroxymethyl)-4-(methoxyimino)pyrrolidine-1-carbonyl)pyrazin-2-yl)-2-methylbenzonitrile